C(C1=CC=CC=C1)C1CCN(CC1)CCN1C(=CC2=CC(=CC=C12)O)C(=O)N 2-(4-benzylpiperidin-1-yl)ethyl-5-hydroxy-1H-indol-2-carboxamide